amino-6-[3-methylimidazo[1,2-a]pyridin-6-yl]-N-[[(2R)-oxolane-2-yl]methyl]-5-(2H-1,2,3-triazol-2-yl)pyrazine-2-carboxamide NC=1C(=NC(=C(N1)N1N=CC=N1)C=1C=CC=2N(C1)C(=CN2)C)C(=O)NC[C@@H]2OCCC2